N(CCO)(CCO)CCO.S(=O)(=O)(OCCCCCCCCCCCC)O Lauryl sulfate-triethanolamine salt